N-(6-((5-(aminomethyl)thiazol-2-yl)oxy)-4-methoxybenzo[d]isoxazol-3-yl)-5-ethyl-2-methoxybenzenesulfonamide NCC1=CN=C(S1)OC1=CC2=C(C(=NO2)NS(=O)(=O)C2=C(C=CC(=C2)CC)OC)C(=C1)OC